C(C)(C)(C)C1CC(C1)OC(C=1NC(=C(N1)S(=O)(=O)C)C)C1=CC(=C(C=C1)F)Cl 2-[(3-tert-butylcyclobutyl)oxy-(3-chloro-4-fluorophenyl)methyl]-5-methyl-4-methylsulfonyl-1H-imidazole